C(CCCCCCC)C(CCCCCCCC)OC(CCCCCCCOC(=O)[C@H]1N(CC(C1)OC(CCCO)=O)CCCCCC(OCCCCCCCCCCC)=O)=O [8-(1-octylnonoxy)-8-oxo-octyl](2S)-4-(4-hydroxybutanoyloxy)-1-(6-oxo-6-undecoxy-hexyl)pyrrolidine-2-carboxylate